6-(hydroxymethyl)spiro[3.3]heptan-2-yl 4-(2-(3-(4-amino-1-isopropyl-1H-pyrazolo[3,4-d]pyrimidin-3-yl)-5-cyclopropylisoxazol-4-yl)-4-methylpyrimidin-5-yl)piperidine-1-carboxylate NC1=C2C(=NC=N1)N(N=C2C2=NOC(=C2C2=NC=C(C(=N2)C)C2CCN(CC2)C(=O)OC2CC1(C2)CC(C1)CO)C1CC1)C(C)C